ClC1=CC2=C(N(C(C(N2C)=O)=O)C2CCN(CC2)C2=NC=C(C=C2C)CN2CCN(CC2)C)N=C1 7-chloro-1-methyl-4-(1-(3-methyl-5-((4-methylpiperazin-1-yl)methyl)pyridin-2-yl)piperidin-4-yl)-1,4-dihydropyrido[2,3-b]pyrazine-2,3-dione